3-carboxyphenyl isocyanate C(=O)(O)C=1C=C(C=CC1)N=C=O